C(CCCCCCC)NC(C(=C)C)=O N-octyl-(methyl)acrylamide